ClC1=C(OC2CCN(CC2)C(CNC(=O)C=2N=C3N(C=C(C=C3)N3N=CC=C3)C2)=O)C=CC=C1 6-Pyrazol-1-yl-imidazo[1,2-a]pyridine-2-carboxylic acid {2-[4-(2-chloro-phenoxy)-piperidin-1-yl]-2-oxo-ethyl}-amide